C(C=C)(O)=N acrylic acid imine